7-Amino-4-(2-methyl-1-oxoisoindolin-5-yl)thieno[3,2-d]pyrimidine-6-carboxylic acid ethyl ester C(C)OC(=O)C1=C(C=2N=CN=C(C2S1)C=1C=C2CN(C(C2=CC1)=O)C)N